(2E)-2-[2-(4-cyanophenyl)-1-[3-(trifluoromethyl)phenyl]ethylidene]-N-[4-(trifluoromethyl)phenyl]hydrazine C(#N)C1=CC=C(C=C1)C/C(/C1=CC(=CC=C1)C(F)(F)F)=N\NC1=CC=C(C=C1)C(F)(F)F